6-methylpyridin-3-carboxamide CC1=CC=C(C=N1)C(=O)N